ClC1=C(NC2=CC=CC=C12)C(=O)N1C[C@H](CC1)C(=O)NCC1=CN=C(S1)Cl (S)-1-(3-chloro-1H-indole-2-carbonyl)-N-((2-chlorothiazol-5-yl)methyl)pyrrolidine-3-carboxamide